C(C)(C)(C)OC1=CC=C(C=C1)B(O)O 4-T-BUTOXYPHENYLBORONIC ACID